C12(CCC(CC1)C2)C(=O)O Bicyclo[2.2.1]heptanecarboxylic acid